C(C)C1(CC(CC=2C3=C(C(NC12)=O)SC(=C3)C=3C=NN(C3)COCC[Si](C)(C)C)(F)F)O 6-ethyl-8,8-difluoro-6-hydroxy-2-(1-((2-(trimethylsilyl)ethoxy)methyl)-1H-pyrazol-4-yl)-6,7,8,9-tetrahydrothieno[2,3-c]quinolin-4(5H)-one